FC1(CCN(CC1)CC(=O)OC)CNC1=NC=NC(=C1F)N1[C@H](COCC1)C1=CC=C(C=C1)C(F)(F)F Methyl (S)-2-(4-fluoro-4-(((5-fluoro-6-(3-(4-(trifluoromethyl)phenyl)morpholino)-pyrimidin-4-yl)amino)methyl)piperidin-1-yl)acetate